C(C)(C)(C)OC(=O)N[C@H](C(=O)OCC1=CC=C(C=C1)OC)C(C1CC1)C1CC1 4-methoxybenzyl (S)-2-((tert-butoxycarbonyl)amino)-3,3-dicyclopropylpropanoate